2-methylcyclohexane-1,1-dimethanol CC1C(CCCC1)(CO)CO